C(#N)C=1C(=NC=C(C1O)I)C1=C(C=C(CNC(C2=C(C=CC(=C2)F)OC)=O)C=C1)C N-(4-(3-cyano-4-hydroxy-5-iodopyridin-2-yl)-3-methylbenzyl)-5-fluoro-2-methoxybenzamide